3-(azetidin-3-yl(methyl)amino)propan-1-ol N1CC(C1)N(CCCO)C